FC(CN1N=CC(=C1)C#N)(F)F 1-(2,2,2-trifluoroethyl)pyrazole-4-carbonitrile